[N+](=O)(OC[C@@H](C)N1C(C2=CC=3C(N(C(C3C=C2C1=O)=O)[C@@H](CO[N+](=O)[O-])C)=O)=O)[O-] (2R,2'R)-(1,3,5,7-Tetraoxo-5,7-dihydropyrrolo[3,4-f]isoindole-2,6(1H,3H)-diyl)bis(propane-2,1-diyl) dinitrate